9H-fluoren-9-ylmethyl N-[12-[2-(methoxymethoxy)phenyl]-3-methyl-4,8,10,11-tetrazatricyclo[7.4.0.02,7]trideca-1(9),2(7),10,12-tetraene-4-carbothioyl]carbamate COCOC1=C(C=CC=C1)C=1N=NC=2NC=3CCN(C(C3C2C1)C)C(=S)NC(OCC1C2=CC=CC=C2C=2C=CC=CC12)=O